1-(2-chloroethyl)-3-(4-methyl-cyclohexyl)-1-nitrosourea ClCCN(C(=O)NC1CCC(CC1)C)N=O